FC1=NC(=C(C(=C1F)NCCO)F)F 2-((perfluoropyridin-4-yl)amino)ethan-1-ol